(3R,5R,8R,9R,10S,13S,14S,17S)-N-(3-chloro-6-methylpyridin-2-yl)-3-ethyl-3-hydroxy-13-methylhexadecahydro-1H-cyclopenta[a]phenanthrene-17-carboxamide ClC=1C(=NC(=CC1)C)NC(=O)[C@H]1CC[C@H]2[C@@H]3CC[C@@H]4C[C@@](CC[C@@H]4[C@H]3CC[C@]12C)(O)CC